(5-phenyl-2-furanyl)methanol C1(=CC=CC=C1)C1=CC=C(O1)CO